O1C(=NC2=C1C=CC=C2)N BENZOXAZOLAMINE